O[C@H](C(=O)N[C@@H](CC1=CC=CC=C1)C(=O)O)CC ((S)-2-hydroxybutyryl)-L-phenylalanine